C1(CCCC1)NC1CCCCC1 N-cyclopentyl-cyclohexylamine